BrC1=NC2=CC=C(C=C2C=C1)N bromo-6-quinolinamine